3-fluoro-N-(methylsulfamoyl)-4-[[4-methyl-5-[[5-(trifluoromethoxy)-2-pyridinyl]amino]-3-pyridinyl]methyl]pyridin-2-amine FC=1C(=NC=CC1CC=1C=NC=C(C1C)NC1=NC=C(C=C1)OC(F)(F)F)NS(NC)(=O)=O